5,5-dimethyltetrahydrofuran-3-carboxamide CC1(CC(CO1)C(=O)N)C